monoaminobenzotriazole NC1=CC=CC=2NN=NC21